ethyl-(1S,4R)-1-methyl-4-(1-methylvinyl)-2-cyclohexene-1-ol C(C)C=1[C@](CC[C@H](C1)C(=C)C)(O)C